C1(=CC=CC=C1)COC=1C=C(C=CC1)/C=C/C(=O)C1=CC=C(C=C1)S(=O)(=O)NCCC(=O)O 3-[[4-[(E)-3-(3-Phenylmethoxyphenyl)prop-2-enoyl]phenyl]sulfonylamino]propanoic acid